C[N+](CCCCCCCCCCCC)(CCNC(=O)C=1N(C=C(C1)NC(=O)C=1N(C=C(C1)NC(C1=CC=C(C=C1)\C=C\C=1C=NC2=CC=CC=C2C1)=O)C)C)C (E)-N,N-dimethyl-N-(2-(1-methyl-4-(1-methyl-4-(4-(2-(quinolin-3-yl)vinyl)benzamido)-1H-pyrrole-2-carboxamido)-1H-pyrrole-2-carboxamido)ethyl)dodecan-1-aminium